2,4-dimethyl-2,4-diethyl-cyclobutane-1,3-diol CC1(C(C(C1O)(CC)C)O)CC